1-(4-(3-(5-(1H-pyrazol-1-yl)pyrid-2-yl)-1-(2,6-difluorobenzyl)-5-((dimethylamino)methyl)-2,4-dioxo-1,2,3,4-tetrahydrothieno[2,3-d]pyrimidin-6-yl)phenyl)-3-methoxyurea N1(N=CC=C1)C=1C=CC(=NC1)N1C(N(C2=C(C1=O)C(=C(S2)C2=CC=C(C=C2)NC(=O)NOC)CN(C)C)CC2=C(C=CC=C2F)F)=O